(2-cyanophenyl)-4-hydroxy-2-(quinolin-2-yloxy)butanamide C(#N)C1=C(C=CC=C1)C(C(=O)N)(CCO)OC1=NC2=CC=CC=C2C=C1